O(C1=CC=CC=C1)C(C)O phenoxyethan-ol